ClC(C([2H])([2H])N1C(C2=CC=3C(=NC=CC3N2CC1)OCC(F)(F)F)=O)([2H])[2H] 11-(2-chloro-1,1,2,2-tetradeuterio-ethyl)-6-(2,2,2-trifluoroethoxy)-1,5,11-triazatricyclo[7.4.0.02,7]trideca-2(7),3,5,8-tetraen-10-one